N-(2-amino-6-chlorophenyl)-N-methylmethanesulfonic acid Amide NC1=C(C(=CC=C1)Cl)N(S(=O)(=O)C)C